(E)-1-(1-(5-(3-(2,4-dichlorophenyl)acryloyl)-2-ethoxy-4-hydroxybenzyl)-1,2,5,6-tetrahydropyridin-3-yl)-1H-benzo[d]imidazol-2(3H)-one ClC1=C(C=CC(=C1)Cl)/C=C/C(=O)C=1C(=CC(=C(CN2CC(=CCC2)N2C(NC3=C2C=CC=C3)=O)C1)OCC)O